C(CCCCCCCCCCC)N.C(CCC)C(CCCCC(C)C)OP(O)(O)=O butyl-isooctyl-phosphoric acid dodecylamine salt